ClC=1C=C(C=CC1)[C@H](CCNC)CCCN1CCCCC1 (S)-3-(3-chlorophenyl)-N-methyl-6-(piperidin-1-yl)hexan-1-amine